(4-(5-(1-methyl-1H-pyrazol-4-yl)benzo[d]oxazol-2-yl)pyridin-2-yl)methanone CN1N=CC(=C1)C=1C=CC2=C(N=C(O2)C2=CC(=NC=C2)C=O)C1